N1(CCOCC1)CCN1C(C=2N(CC1C(=O)NC1=C(C=CC=C1C)C)C=C(C(C2O)=O)C(=O)O)=O (2-Morpholinylethyl)-3-((2,6-dimethylphenyl)aminocarbonyl)-9-hydroxy-1,8-dioxo-1,3,4,8-tetrahydro-2H-pyrido[1,2-a]pyrazine-7-carboxylic acid